CN1[C@H](CN(CC1)C1=C(C=CC(=C1C(F)(F)F)OC1=CC=CC=C1)NC(=O)C=1N=C(SC1)C1=CN=NC=C1)CN(C(C(F)(F)F)=O)C N-{2-[(3R)-4-methyl-3-{[methyl(trifluoroacetyl)amino]methyl}piperazin-1-yl]-4-phenoxy-3-(trifluoromethyl)phenyl}-2-(pyridazin-4-yl)-1,3-thiazole-4-carboxamide